BrC=1N=CN(C1)C1=C(C=C(C=N1)NC(CN1N=C(C=C1C)C(F)(F)F)=O)F N-(6-(4-bromo-1H-imidazol-1-yl)-5-fluoropyridin-3-yl)-2-(5-methyl-3-(trifluoromethyl)-1H-pyrazol-1-yl)acetamide